OC(C)CS(=O)(=O)[O-] 2-hydroxypropane-3-sulfonate